C(C)O[Si]1(N(CCC1)CCC[Si](OC)(C)C)C 2-ethoxy-2-methyl-1-(3-dimethylmethoxysilylpropyl)-1-aza-2-silacyclopentane